1-(((3S)-1-((3-cyano-1-azetidinyl)sulfonyl)-3-piperidinyl)carbonyl)-N-(2,3,5,6-tetrafluorobenzyl)-D-prolinamide C(#N)C1CN(C1)S(=O)(=O)N1C[C@H](CCC1)C(=O)N1[C@H](CCC1)C(=O)NCC1=C(C(=CC(=C1F)F)F)F